C1(=CC=CC=C1)[C@H]1[C@H](C1)C(=O)O (1S,2R)-2-phenylcyclopropane-1-carboxylic acid